CN1N=C2N(C3=CC=C(C=C3C2=C1)C(=O)[O-])C1=CC=C(C=C1)C(F)(F)F.[Na+] Sodium 2-methyl-8-[4-(trifluoromethyl)phenyl]pyrazolo[3,4-b]indole-5-carboxylate